5-Chloro-N-(1-(3,3-dimethylbutyl)piperidin-4-yl)-1-methyl-3-(5-methylisoxazol-3-yl)-1H-pyrazole-4-carboxamide ClC1=C(C(=NN1C)C1=NOC(=C1)C)C(=O)NC1CCN(CC1)CCC(C)(C)C